3,4-dihydro-7-methyl-2H-1,5-benzoxazol-3-ol CC=1C=NCC2C(COC21)O